bis(4-octyloxyphenyl)iodonium perfluorobutane-1-carboxylate FC(C(C(C(F)(F)F)(F)F)(F)F)(C(=O)[O-])F.C(CCCCCCC)OC1=CC=C(C=C1)[I+]C1=CC=C(C=C1)OCCCCCCCC